2-(bromomethyl)-4-(trifluoromethyl)benzothiophene BrCC=1SC2=C(C1)C(=CC=C2)C(F)(F)F